BrCCCCCN 5-Bromopentanamine